NC1=NC=2C=CC=CC2C2=C1N=C(N2CC2=CC=C(CNC(OCCNC(C(=C)C)=O)=O)C=C2)C2OCC2 2-methacrylamidoethyl 4-((4-amino-2-(oxetan-2-yl)-1H-imidazo[4,5-c]quinolin-1-yl)methyl)benzylcarbamate